2-[2,6-bis(propan-2-yl)-4-(quinoxalin-6-yl)phenyl]-N-{4-[(dimethylamino)methyl]benzene-sulfonyl}acetamide CC(C)C1=C(C(=CC(=C1)C=1C=C2N=CC=NC2=CC1)C(C)C)CC(=O)NS(=O)(=O)C1=CC=C(C=C1)CN(C)C